N1C(=O)NC(=O)N=C1 5-azauracil